2-chloro-N-(2-chloro-4-methylpyridine-3-yl)nicotinamide ClC1=C(C(=O)NC=2C(=NC=CC2C)Cl)C=CC=N1